C(C)(C)(C)OC(NC1CN(CC12OCCCC2)C2=CC1=C(C[C@H](CO1)N)C=C2)=O N-[2-[(3R)-3-amino-3,4-dihydro-2H-1-benzopyran-7-yl]-6-oxa-2-azaspiro[4.5]decan-4-yl]carbamic acid tert-butyl ester